1-(1H-indol-5-yl)-3-(5-(m-tolyl)-1,3,4-thiadiazol-2-yl)urea N1C=CC2=CC(=CC=C12)NC(=O)NC=1SC(=NN1)C=1C=C(C=CC1)C